2-((R)-3-(5-(5,6,7,8-tetrahydro-1,8-naphthyridin-2-yl)pentyloxy)pyrrolidin-1-yl)acetic acid N1=C(C=CC=2CCCNC12)CCCCCO[C@H]1CN(CC1)CC(=O)O